3-bromo-7-(2-oxa-6-azaspiro[3.3]heptan-6-yl)-6,7-dihydro-5H-pyrido[2,3-b]azepin-8(9H)-one BrC1=CC2=C(NC(C(CC2)N2CC3(COC3)C2)=O)N=C1